dinonylphosphonic acid C(CCCCCCCC)OP(OCCCCCCCCC)=O